C1(=CC=CC=C1)CCCBr 3-phenyl-1-bromo-propane